FC=1C(=NC=CC1CN1CCC(CC1)OC(F)(F)F)C=1C=C2CN(C(C2=CC1)=O)C1C(NC(CC1)=O)=O 3-(5-(3-fluoro-4-((4-(trifluoromethoxy)piperidin-1-yl)methyl)pyridin-2-yl)-1-oxoisoindolin-2-yl)piperidine-2,6-dione